(S)-2-(chloromethyl)-1-(oxetan-2-ylmethyl)-1H-benzo(d)imidazole-6-carboxylic acid tert-butyl ester C(C)(C)(C)OC(=O)C=1C=CC2=C(N(C(=N2)CCl)C[C@H]2OCC2)C1